2-(pyridin-3-yl)-1,3,4-oxadiazole N1=CC(=CC=C1)C=1OC=NN1